FC1=C(C(=CC2=C1C[C@@H](CO2)NCCC2CCOCC2)O)N2CC(NS2(=O)=O)=O 5-[(3S)-5-fluoro-7-hydroxy-3-{[2-(oxan-4-yl)ethyl]amino}-3,4-dihydro-2H-1-benzopyran-6-yl]-1λ6,2,5-thiadiazolidine-1,1,3-trione